ClC=1C=C(C=CC1F)NC(N([C@H](C)C1=CNC(C2=CC=CC=C12)=O)CCC(=O)O)=O |r| racemic-3-(3-(3-chloro-4-fluorophenyl)-1-(1-(1-oxo-1,2-dihydroisoquinolin-4-yl)ethyl)ureido)propanoic acid